N=1C=CN2C1C=CC(=C2)C=2C=CC=C1C=NC(=NC21)NC=2C=CC(=C(C2)NC(=O)C2=CC=C(C(=O)OCC)C=C2)C ethyl 4-((5-((8-(imidazo[1,2-a]pyridin-6-yl)quinazolin-2-yl)amino)-2-methylphenyl)carbamoyl)benzoate